ClC1=NC(=CC(=N1)NC1=NC=NC2=CC(=C(C=C12)N)OC)N1CCOCC1 N-(2-chloro-6-morpholinylpyrimidin-4-yl)-7-methoxyquinazoline-4,6-diamine